ClC1=C(C=CC=C1)C1(C(CCCC1)=O)NC dl-2-(2-chlorophenyl)-2-(methylamino)cyclohexanone